rac-5-[4-amino-2-(N-(2-amino-1-methyl-2-oxoethyl)-4-fluoro-anilino)thiazole-5-carbonyl]-N-pyrimidin-5-yl-isoxazole-3-carboxamide NC=1N=C(SC1C(=O)C1=CC(=NO1)C(=O)NC=1C=NC=NC1)N(C1=CC=C(C=C1)F)[C@@H](C(=O)N)C |r|